[2-fluoro-1-(fluoromethyl)ethyl]isoxazole FCC(CF)C1=NOC=C1